5-(4-((3-ethyl-1-(4-methoxybenzyl)-2-oxo-2,3-dihydro-1H-pyrimido[4,5,6-de]quinazolin-8-yl)methyl)piperazin-1-yl)-6-fluoro-N-methylpyridineamide C(C)N1C(N(C2=CC(=CC=3C2=C1N=CN3)CN3CCN(CC3)C=3C=CC(=NC3F)C(=O)NC)CC3=CC=C(C=C3)OC)=O